S(OC(C)(C)C)(O)(=O)=O.[NH4+] ammonium tert-butyl bisulfate